ClC=1C=NN(C(C1Cl)=O)[C@@H](C(=O)NC1=CC(=C(C=C1)C)NS(=O)(=O)CCC1=CC=CC=C1)C |r| (rac)-2-(4,5-dichloro-6-oxo-pyridazin-1-yl)-N-[4-methyl-3-(2-phenylethylsulfonylamino)phenyl]propanamide